2-acryloylamino-2-methyl-propanesulfonic acid C(C=C)(=O)NC(CS(=O)(=O)O)(C)C